1-(7-chloro-8-fluoroimidazo[1,5-a]pyridin-1-yl)-2,2,2-trifluoroethan-1-one ClC1=C(C=2N(C=C1)C=NC2C(C(F)(F)F)=O)F